CC(CCC(C)(C)C)[Si](Cl)(Cl)Cl 1,4,4-Trimethylpentyl-trichlorosilane